NC=1N=C(C=C2C=C(N=CC12)NC(=O)[C@@H]1[C@H](C1)C=1C=NN(C1)C)Cl |r| (±)-(1s,2s)-N-(8-amino-6-chloro-2,7-naphthyridin-3-yl)-2-(1-methyl-1H-pyrazol-4-yl)cyclopropane-1-carboxamide